N-(3-(4'-(pyridin-3-ylmethoxy)-4,5,5',6'-tetrahydro-2H-spiro[furan-3,8'-pyrano[3,4-b]pyridin]-2'-yl)-1H-pyrrolo[2,3-c]pyridin-5-yl)acetamide N1=CC(=CC=C1)COC1=C2C(=NC(=C1)C1=CNC3=CN=C(C=C31)NC(C)=O)C3(OCC2)COCC3